4-bromo-2-methyl-7-(trifluoromethyl)-2H-indazole BrC=1C2=CN(N=C2C(=CC1)C(F)(F)F)C